BrC1=C(C=NN1C)OC[C@@H]1N(CC1)C (R)-5-bromo-1-methyl-4-((1-methylazetidin-2-yl)methoxy)-1H-pyrazole